3-chloro-6-(difluoromethoxy)-2-fluoro-4-hydroxybenzaldehyde ClC=1C(=C(C=O)C(=CC1O)OC(F)F)F